BrC1=CC(=C(C(=C1)F)CN)F 1-(4-bromo-2,6-difluorophenyl)Methylamine